C(C(=O)[O-])(=O)OCC=C(Cl)Cl dichloroallyl oxalate